ethyl 1-(6-(4-(trifluoromethyl)phenyl)quinolin-2-yl)piperidine-4-carboxylate FC(C1=CC=C(C=C1)C=1C=C2C=CC(=NC2=CC1)N1CCC(CC1)C(=O)OCC)(F)F